2-bromo[1,3]thiazolo[4,5-c]pyridine BrC=1SC2=C(C=NC=C2)N1